C(CCC)[Si](C)(C)OCC(CSC(C1=CC=CC=C1)(C1=CC=CC=C1)C1=CC=CC=C1)OC butyl(2-methoxy-3-(tritylthio)propoxy)dimethylsilane